(1S,2S)-2-((S)-5H-imidazo[5,1-a]isoindol-5-yl)-2,3-dihydro-1H-inden-1-ol C=1N=CN2C1C1=CC=CC=C1[C@@H]2[C@H]2[C@@H](C1=CC=CC=C1C2)O